N'-[4-[N-(cyclopentoxy)-C-(trifluoromethyl)carbonimidoyl]-5-methoxy-2-methyl-phenyl]-N-ethyl-N-methyl-formamidine C1(CCCC1)ON=C(C(F)(F)F)C1=CC(=C(C=C1OC)N=CN(C)CC)C